CS(=O)(=O)C1=CC=C(C=C1)C=1N=C(NC1)C1N(CCCC1)C(C(C)SC)=O 1-(2-(4-(4-(methylsulfonyl)phenyl)-1H-imidazol-2-yl)piperidin-1-yl)-2-(methylthio)propan-1-one